BrC=1C(=C(SC1Br)C1=NC2(CC2)C(O1)=O)F 5-(4,5-dibromo-3-fluoro-2-thienyl)-6-oxa-4-azaspiro[2.4]hept-4-en-7-one